3-(6,7-Dimethoxy-quinolin-4-yloxy)-phenylamine COC=1C=C2C(=CC=NC2=CC1OC)OC=1C=C(C=CC1)N